5-{2-[(2-hydroxyethyl)amino]phenyl}-1-methyl-7-nitro-1,3-dihydro-2H-1,4-benzodiazepin-2-one OCCNC1=C(C=CC=C1)C1=NCC(N(C2=C1C=C(C=C2)[N+](=O)[O-])C)=O